4-chloro-3-{[3-(1H-1,2,3-triazol-5-ylcarbonyl)-3,8-diazabicyclo[3.2.1]oct-8-yl]sulfonyl}benzonitrile ClC1=C(C=C(C#N)C=C1)S(=O)(=O)N1C2CN(CC1CC2)C(=O)C2=CN=NN2